3,3'-(dibenzo[a,j]phenoxathiine-3,11-diyl)dibenzoic acid C1=CC(=CC=2C=CC=3OC=4C=CC5=C(C4SC3C21)C=CC(=C5)C=5C=C(C(=O)O)C=CC5)C=5C=C(C(=O)O)C=CC5